6-[3-methyl-5-(6-methyl-2-pyridyl)triazol-4-yl]-3-piperazin-1-yl-quinoline CN1N=NC(=C1C=1C=C2C=C(C=NC2=CC1)N1CCNCC1)C1=NC(=CC=C1)C